N-amino-3-(difluoromethyl)pyridine-2-carboxamidine NNC(=N)C1=NC=CC=C1C(F)F